3-ethyl-4-nitro-1-tetrahydropyran-2-yl-pyrazole C(C)C1=NN(C=C1[N+](=O)[O-])C1OCCCC1